COC1=NC=C(C2=C1N=C(S2)NC(=O)N2CC1(CC2)CCOCC1)C=1SC(=CC1)C 8-Oxa-2-aza-spiro[4.5]decane-2-carboxylic acid [4-methoxy-7-(5-methyl-thiophen-2-yl)-thiazolo[4,5-c]pyridin-2-yl]-amide